2-(tetrahydrofuran-3-yl)acetic acid butyl ester C(CCC)OC(CC1COCC1)=O